2-(2-Chloro-5-(2-hydroxypropan-2-yl)-8-oxothieno[2',3':4,5]pyrrolo[1,2-d][1,2,4]triazin-7(8H)-yl)-N-((1s,3s)-3-hydroxy-3-methyl-cyclobutyl)acetamide ClC1=CC2=C(C=C3N2C(=NN(C3=O)CC(=O)NC3CC(C3)(C)O)C(C)(C)O)S1